O1C(CCCC1)N1N=CC2=C1C=NC=C2C(=O)OC Methyl 1-(oxan-2-yl)pyrazolo[3,4-c]pyridine-4-carboxylate